COC=1C=C(C=C2C(=NC=NC12)N[C@H](C)C=1N=NC(=CC1)C)N1N=CC(=C1)C (R)-8-methoxy-6-(4-methyl-1H-pyrazol-1-yl)-N-(1-(6-methylpyridazin-3-yl)ethyl)quinazolin-4-amine